CN1C(CCC1C)=O 1,5-dimethyl-2-pyrrolidinone